1,2-dimethanyl-sn-glycero-3-phosphate COC[C@@H](OC)COP(=O)(O)O